bis(1,3-diisopropylimidazolin-2-ylidene)phenylmethyleneruthenium dichloride C(C)(C)N1C(N(CC1)C(C)C)=[Ru](=CC1=CC=CC=C1)(=C1N(CCN1C(C)C)C(C)C)(Cl)Cl